tert-butyl N-[2-[(6-formyl-1,4-dimethyl-6,7-dihydro-5H-cyclopenta[c]pyridin-3-yl)oxy]ethyl]carbamate C(=O)C1CC2=C(C(=NC(=C2C)OCCNC(OC(C)(C)C)=O)C)C1